NC[Sn](C)(CN)CN Tris(aminomethyl)methyl-tin